3-(6-Chloro-3-methyl-1H-pyrazolo[4,3-c]pyridin-1-yl)-4-methoxybenzenesulfonic acid ClC1=CC2=C(C=N1)C(=NN2C=2C=C(C=CC2OC)S(=O)(=O)O)C